3-(4-(4-(Trifluoromethyl)phenyl)-[1,3]dioxolo[4,5-c]pyridin-6-yl)-1,2,4-oxadiazol-5(4H)-one FC(C1=CC=C(C=C1)C1=NC(=CC2=C1OCO2)C2=NOC(N2)=O)(F)F